N-acetyl-N-(2-mercaptoethyl)propionamide C(C)(=O)N(C(CC)=O)CCS